Racemic-Methyl trans-4-[2-methoxy-4-(trifluoromethoxy)phenoxy]-6-(2-methylcyclopropyl)pyridine-3-carboxylate COC1=C(OC2=C(C=NC(=C2)[C@H]2[C@@H](C2)C)C(=O)OC)C=CC(=C1)OC(F)(F)F |r|